COC1=CC=C(CN(C2=CC=3OC(C(=CC3S2)C(=O)O)=O)C)C=C1 2-[(4-Methoxy-benzyl)-methyl-amino]-5-oxo-5H-thieno[3,2-b]pyran-6-carboxylic acid